2-Aminoethyl-piperazin NCCN1CCNCC1